N1(CCCCC1)C1=CC=C(C=C1)C=CC=CC=O 5-(4-piperidinylphenyl)penta-2,4-dienal